tert-butyl 2-(4-(chlorosulfonyl)-3,5-dimethoxyphenyl)pyrrolidine-1-carboxylate ClS(=O)(=O)C1=C(C=C(C=C1OC)C1N(CCC1)C(=O)OC(C)(C)C)OC